CS(=O)(=O)C1CN(CCC1)C1=NC=C(C=N1)CC(=O)NC(C=1OC(=CC1)C)C1=C(C=C(C=C1)C)N1CCCCC1 2-[2-(3-Methansulfonylpiperidin-1-yl)pyrimidin-5-yl]-N-{[4-Methyl-2-(piperidin-1-yl)phenyl](5-methylfuran-2-yl)methyl}-acetamid